3-(2-oxocyclopentyl)propionic acid O=C1C(CCC1)CCC(=O)O